4,4'-BIS(2-BENZOXAZOLYL)STILBENE O1C(=NC2=C1C=CC=C2)C2=CC=C(C=C2)C=CC2=CC=C(C=C2)C=2OC1=C(N2)C=CC=C1